FC1=CC=C(C2=C1C(=NS2)C=2CNCCC2)F 4,7-Difluoro-3-(1,2,5,6-tetrahydropyridin-3-yl)-1,2-benzothiazole